Titanium aluminum vanadium alloyl-[[2-(difluoromethoxy)pyridin-4-yl]methyl]-3-[rac-(1R,5S,6S,7R)-7-hydroxy-6-bicyclo[3.2.0]heptanyl]urea C(C=C)(=O)N(C(=O)N[C@H]1[C@H]2CCC[C@H]2[C@H]1O)CC1=CC(=NC=C1)OC(F)F.[V].[Al].[Ti] |r|